ClC=1C=C(C(=O)O)C=CC1C=1C=NC(=CC1)OC 3-chloro-4-(6-methoxypyridin-3-yl)benzoic acid